BrC=1C=C2C(=NC(=NC2=CC1F)C)NC(C)C1=C(C(=CC=C1)C(F)F)F 6-bromo-N-(1-(3-(difluoromethyl)-2-fluorophenyl)ethyl)-7-fluoro-2-methyl-quinazolin-4-amine